hexanoic acid (Z)-3-hexenyl ester C(C\C=C/CC)OC(CCCCC)=O